C(C=C)(=O)N1C(CN(CC1)C1=NC(=NC=2CC(CCC12)N1CCCC2=CC=CC=C12)OCC1N(CCC1)C(C)C)CC#N 2-(1-acryloyl-4-(7-(3,4-dihydroquinolin-1(2H)-yl)-2-((1-isopropylpyrrolidin-2-yl)methoxy)-5,6,7,8-tetrahydroquinazolin-4-yl)piperazin-2-yl)acetonitrile